4-[[4-[[(1S)-2-hydroxy-1-phenyl-ethyl]amino]-5-(1H-tetrazol-5-yl)pyrimidin-2-yl]amino]-N,2-dimethyl-benzamide OC[C@H](C1=CC=CC=C1)NC1=NC(=NC=C1C1=NN=NN1)NC1=CC(=C(C(=O)NC)C=C1)C